PENTYL-FURAN C(CCCC)C=1OC=CC1